OCCC12CC(C1)(C2)N2[C@@H](C=1NC3=CC=CC=C3C1CC2C)C2=CC=C(C=C2)O 4-((1R)-2-(3-(hydroxyethyl)bicyclo[1.1.1]pentan-1-yl)-3-methyl-2,3,4,9-tetrahydro-1H-pyrido[3,4-b]indol-1-yl)phenol